2-chloro-1-(6-ethoxy-7-(4-fluorobenzyl)-2,3-dihydro-1H-pyrido[2,3-b][1,4]oxazin-1-yl)ethan-1-one ClCC(=O)N1C2=C(OCC1)N=C(C(=C2)CC2=CC=C(C=C2)F)OCC